3-azabicyclo[3.2.1]octane-8-carboxylic acid hydrochloride Cl.C12CNCC(CC1)C2C(=O)O